BrC=1C(NN(C1C)C1=CC=CC=C1)=O 4-bromo-N-phenyl-5-methyl-pyrazolone